BrC=1N(C(=C(N1)C1=CC=C(C=C1)F)C1=C2C(=NC=C1)NC=C2)C2CCCCC2 4-(2-bromo-1-cyclohexyl-4-(4-fluorophenyl)-1H-imidazol-5-yl)-1H-pyrrolo[2,3-b]Pyridine